6-((2,6-Dimethylpyrimidin-4-yl)amino)-N-ethoxy-4-((3-(5-fluoropyridin-2-yl)-2-methoxyphenyl)amino)nicotinamide CC1=NC(=CC(=N1)NC1=NC=C(C(=O)NOCC)C(=C1)NC1=C(C(=CC=C1)C1=NC=C(C=C1)F)OC)C